(4r,5s,7r,8r,9s,10r)-7-(hydroxymethyl)-9-(4-(3,4,5-trifluorophenyl)-1H-1,2,3-triazol-1-yl)-1,6-dioxaspiro[4.5]decan-8,10-diol OC[C@H]1O[C@@]2(CCCO2)[C@@H]([C@H]([C@H]1O)N1N=NC(=C1)C1=CC(=C(C(=C1)F)F)F)O